2-oxo-N-[(1s,4s)-4-{[6-chloro-2-(trifluoromethyl)quinolin-4-yl]amino}cyclohexyl]-1,2,3,4-tetrahydroquinolin-7-carboxamide O=C1NC2=CC(=CC=C2CC1)C(=O)NC1CCC(CC1)NC1=CC(=NC2=CC=C(C=C12)Cl)C(F)(F)F